N-(4-((4-(2-(3-chloro-5-cyano-4-(3-(hydroxymethyl)azetidin-1-yl)phenyl)propan-2-yl)phenoxy)methyl)pyrimidin-2-yl)methanesulfonamide ClC=1C=C(C=C(C1N1CC(C1)CO)C#N)C(C)(C)C1=CC=C(OCC2=NC(=NC=C2)NS(=O)(=O)C)C=C1